6-(4-chlorophenyl)-3-oxo-2-(pyrimidin-5-yl)-N-[(2R)-1,1,1-trifluoro-3-hydroxy-3-methylbutan-2-yl]-2,3-dihydropyridazine-4-carboxamide ClC1=CC=C(C=C1)C=1C=C(C(N(N1)C=1C=NC=NC1)=O)C(=O)N[C@@H](C(F)(F)F)C(C)(C)O